beta-nonenolactone C1(C=CCCCCCCO1)=O